tert-butyl 1-methyl-6-(7-((4-(methylsulfonyl)phenyl)amino)-2,6-naphthyridin-1-yl)-3,4-dihydroisoquinoline-2(1H)-carboxylate CC1N(CCC2=CC(=CC=C12)C1=NC=CC2=CN=C(C=C12)NC1=CC=C(C=C1)S(=O)(=O)C)C(=O)OC(C)(C)C